4-(S)-(4-acetyl-piperazin-1-yl)-2-(R)-(4-fluoro-2-methyl-phenyl)-piperidine-1-carboxylic acid [1-(R)-(3,5-bis-trifluoromethyl-phenyl)-ethyl]-methylamide FC(C=1C=C(C=C(C1)C(F)(F)F)[C@@H](C)N(C(=O)N1[C@H](C[C@H](CC1)N1CCN(CC1)C(C)=O)C1=C(C=C(C=C1)F)C)C)(F)F